C(C)(CC)N1N=CC=2N=C(N=C(C21)N[C@H](C)C=2C=NC1=CC=CC=C1C2)N2CCN(CC2)C(CC)=O 1-{4-[1-sec-Butyl-7-((R)-1-quinolin-3-yl-ethylamino)-1H-pyrazolo[4,3-d]pyrimidin-5-yl]-piperazin-1-yl}-propan-1-on